O1C=C(C=C1)C(=O)NC=1C=C2C(=CNC2=CC1)C=1CCN(CC1)CCCCC 5-(3-furoyl)amino-3-(1-pentyl-1,2,3,6-tetrahydropyridin-4-yl)-1H-indole